CN1N=C2C(=NC(=CC2=C1)N=C(C1=CC=CC=C1)C1=CC=CC=C1)C N-(2,7-dimethylpyrazolo[3,4-c]pyridin-5-yl)-1,1-diphenylmethanimine